C(CCC)OC(=O)N1CCN(CC1)C1=C(C=NC2=C(C(=NC=C12)C1=CC=CC2=CC=C(C(=C12)Cl)F)F)C#N.FC1(C(CCCC1)N1CCN(CC1)NC1=CC=CC=C1)F [4-(2,2-Difluorocyclohexyl)piperazin-1-yl]aniline butyl-4-(7-(8-chloro-7-fluoronaphthalen-1-yl)-3-cyano-8-fluoro-1,6-naphthyridin-4-yl)piperazine-1-carboxylate